ClC1=CC(=NC(=C1)N1CCOCC1)N1C(C[C@H](C1)O)=O (4R)-1-[4-chloro-6-(morpholin-4-yl)pyridin-2-yl]-4-hydroxypyrrolidin-2-one